(E)-tetrahydro-2H-pyran-4-carbaldehyde oxime O1CCC(CC1)/C=N/O